bis-(4-hydroxy-3-chlorophenyl)methane OC1=C(C=C(C=C1)CC1=CC(=C(C=C1)O)Cl)Cl